C(CCCCCCC)P(C1=CC=CC=C1)C1=CC=CC=C1 octyl-(diphenyl)phosphine